Glutamyl-L-2-Aminobutyryl-Glycine N[C@@H](CCC(=O)O)C(=O)N(CC(=O)O)C([C@H](CC)N)=O